C(C)(C)(C)OC(=O)N1C[C@@H](CCC1)C(NC1=NN(C2=CC=C(C=C12)C1=C(C=C(C=C1)C)C(F)(F)F)C(C1=CC=CC=C1)(C1=CC=CC=C1)C1=CC=CC=C1)=O (3R)-3-({5-[4-methyl-2-(trifluoromethyl)phenyl]-1-trityl-1H-indazol-3-yl}carbamoyl)piperidine-1-carboxylic acid tert-butyl ester